(3-bromo-4-fluorophenyl)(5-(3,5-dichloro-4-fluorophenyl)-5-(trifluoromethyl)-4,5-dihydroisoxazol-3-yl)carbamic acid ethyl ester C(C)OC(N(C1=NOC(C1)(C(F)(F)F)C1=CC(=C(C(=C1)Cl)F)Cl)C1=CC(=C(C=C1)F)Br)=O